9-ethylidene-3-oxatricyclo[6.2.1.02,7]undecan-4-one C(C)=C1C2C3CCC(OC3C(C1)C2)=O